CC1=CC(=NO1)C(=O)N[C@H](C(NNC[C@H]1C(NCC1)=O)=O)CC1(CC1)C 5-Methyl-N-((S)-3-(1-methylcyclopropyl)-1-oxo-1-(2-(((S)-2-oxopyrrolidin-3-yl)methyl)hydrazineyl)propan-2-yl)isoxazole-3-carboxamide